ClC1=CC(=C(C(=C1)F)N1CCC(CC1)(O)COC1=C2CCC(NC2=C(C=C1)F)=O)F 5-{[1-(4-chloro-2,6-difluorophenyl)-4-hydroxypiperidin-4-yl]methoxy}-8-fluoro-3,4-dihydroquinolin-2(1H)-one